(S)-2-((3-((cyclopropylmethyl)sulfonyl)phenoxy)methyl)oxirane C1(CC1)CS(=O)(=O)C=1C=C(OC[C@H]2OC2)C=CC1